1-(3-hydroxy-4-methoxyphenyl)cyclopropanecarboxylic acid OC=1C=C(C=CC1OC)C1(CC1)C(=O)O